Acetaldehyde phenyl ethyl acetal C(C)OC(C)OC1=CC=CC=C1